7-hydroxy-7-methyl-1,4-oxazocane-2-carboxylic acid OC1(CCNCC(OC1)C(=O)O)C